(R)-4-(3,7-dichloroisothiazolo[4,5-b]pyridin-5-yl)-3-methylmorpholine ClC1=NSC=2C1=NC(=CC2Cl)N2[C@@H](COCC2)C